C(C1=CC=CC=C1)OC(=O)NC1(CC(C1)OCC)C(=O)O trans-1-{[(benzyloxy)carbonyl]amino}-3-ethoxycyclobutane-1-carboxylic acid